4-amino-N-((5-(difluoromethyl)-2-pyridinyl)methyl)-N-(1-methyl-1H-pyrazol-4-yl)-1,3-dihydrofuro[3,4-c][1,7]naphthyridine-8-carboxamide NC1=NC=2C=NC(=CC2C2=C1COC2)C(=O)N(C=2C=NN(C2)C)CC2=NC=C(C=C2)C(F)F